ClC=1C(=NC(=NC1)NC=1C=CC2=C(OC[C@H]3N2CCOC3)C1)NC1=C(C=CC=C1)NS(=O)(=O)C (S)-N-(2-((5-chloro-2-((1,2,4a,5-tetrahydro-4H-benzo[b][1,4]oxazino[4,3-d][1,4]oxazin-8-yl)amino)pyrimidin-4-yl)amino)phenyl)methanesulfonamide